ClC=1C=NC(=NC1)N[C@H]1CN(CC1)C(=O)C1=C(C=C(C=C1)NC(C=C)=O)C (R)-N-(4-(3-((5-chloropyrimidin-2-yl)amino)pyrrolidine-1-carbonyl)-3-methylphenyl)acrylamide